Ethyl 2-(10-hydroxy-9-oxa-1-azaanthracen-6-yl)propionate OC1C=2C=CC=NC2OC2=CC=C(C=C12)C(C(=O)OCC)C